C(C)N(C(C=C)=O)CC N,N-diethyl-Acrylamide